3-{[(2S)-4-methylmorpholin-2-yl]methoxy}-5-(5-methyl-1,3-thiazol-2-yl)-N-{(1R)-1-[2-(trifluoromethyl)pyrimidin-5-yl]ethyl}benzamide CN1C[C@H](OCC1)COC=1C=C(C(=O)N[C@H](C)C=2C=NC(=NC2)C(F)(F)F)C=C(C1)C=1SC(=CN1)C